[Br-].CN(CC[C@]([C@H](C1=CC=CC=C1)C=1C(=NC2=CC=C(C=C2C1)CCCCOC(CCCCCCCCCCC[P+](C1=CC=CC=C1)(C1=CC=CC=C1)C1=CC=CC=C1)=O)OC)(C1=CC=CC2=CC=CC=C12)O)C [12-[4-[3-[(1R,2S)-4-(dimethylamino)-2-hydroxy-2-(1-naphthyl)-1-phenyl-butyl]-2-methoxy-6-quinolinyl]butoxy]-12-oxo-dodecyl]-triphenyl-phosphonium bromide